C1(=CC=CC=C1)N1C(=CC=C1)CNCCCO 3-(((1-phenyl-1H-pyrrol-2-yl)methyl)amino)propan-1-ol